7-chloro-N-[(2S)-3-cyclopropyl-1-({(2S)-4-hydroxy-3-oxo-1-[(3S)-2-oxopyrrolidin-3-yl]butan-2-yl}amino)-1-oxopropan-2-yl]-1H-indole-2-carboxamide ClC=1C=CC=C2C=C(NC12)C(=O)N[C@H](C(=O)N[C@@H](C[C@H]1C(NCC1)=O)C(CO)=O)CC1CC1